FC1=C(CN2CCC(CC2)CC2CC3=CC=C(C=C3C2)C2CCNCC2)C=CC=C1 2-((1-(2-fluorobenzyl)piperidine-4-yl)methyl)-5-(piperidine-4-yl)-2,3-dihydro-1H-indene